CN1C(C(=CC2=C(C=C(C=C12)N1CCNCC1)N1CCN(C2=CC=C(C=C12)C#N)C)C)=O 4-(1,3-dimethyl-2-oxo-7-(piperazin-1-yl)-1,2-dihydroquinolin-5-yl)-1-methyl-1,2,3,4-tetrahydroquinoxaline-6-carbonitrile